4-nitro-benzamide [N+](=O)([O-])C1=CC=C(C(=O)N)C=C1